NC1=NC=C2N1C=C(C=C2C2=NN=C(N2)C2=CC(=NN2CC)C)C(=O)N 3-amino-8-[5-(1-ethyl-3-methyl-1H-pyrazol-5-yl)-4H-1,2,4-triazol-3-yl]imidazo[1,5-a]pyridine-6-carboxamide